C(C(=C)C)(=O)OC(C1=C(C=CC=C1)F)(F)F trifluorobenzyl methacrylate